C(CC)C1N(C1CCC)C(C(C(=O)O)(N1C(C1CCC)CCC)N1C(C1CCC)CCC)N1C(C1CCC)CCC.C1(=CC=CC=C1)N1C=NC(=C1C1=CC=CC=C1)C1=CC=CC=C1 1,4,5-triphenyl-imidazole tetra[2,3-dipropyl-(1-aziridinyl)]propionate